C(C)(C)(C)OC(=O)N1C[C@@H](CCC1)C(NC1=NN(C2=CC=C(C=C12)C1=C(C=CC(=C1)C(C)(C)C)Cl)C(C1=CC=CC=C1)(C1=CC=CC=C1)C1=CC=CC=C1)=O (3R)-3-{[5-(5-tert-butyl-2-chlorophenyl)-1-trityl-1H-indazol-3-yl]carbamoyl}piperidine-1-carboxylic acid tert-butyl ester